3-piperidinone formate C(=O)O.N1CC(CCC1)=O